C1(CC1)OC1=C(C=CC=C1)C1=C(C(NC(N1)=O)=O)C(=O)O cyclopropyloxyphenyluracilcarboxylic acid